FC1=C(C(=CC(=C1)OC)F)C1=C(C(N(N1C)C1=NC(=CC(=C1)OC)CO)=O)NC(C1=CC=C(C=C1)OC(F)F)=O N-[5-(2,6-difluoro-4-methoxyphenyl)-2-[6-(hydroxymethyl)-4-methoxypyridin-2-yl]-1-methyl-3-oxo-2,3-dihydro-1H-pyrazol-4-yl]-4-(difluoromethoxy)benzamide